2-[(3R)-3-[1-(7-{[(1R)-1-(2,4-dichlorophenyl)ethyl]amino}-[1,3]thiazolo[5,4-d]pyrimidin-5-yl)azetidin-3-yl]piperidin-1-yl]ethanol ClC1=C(C=CC(=C1)Cl)[C@@H](C)NC=1C2=C(N=C(N1)N1CC(C1)[C@@H]1CN(CCC1)CCO)SC=N2